1,1'-carbonylbis-1,2,4-triazole C(=O)(N1N=CN=C1)N1N=CN=C1